FC1=C(C(=CC(=C1)C=1C=NN(C1)C1OCCCC1)F)N1CCC(CC1)CN1C(CCC1)=O 1-((1-(2,6-difluoro-4-(1-(tetrahydro-2H-pyran-2-yl)-1H-pyrazol-4-yl)phenyl)piperidin-4-yl)methyl)pyrrolidin-2-one